O.[OH-].[Li+].S1C=C(C=C1)[C@H]1[C@@H](C[C@H]1C1=NC=CC=C1)C(=O)C1=CC=CC=C1 ((1R,2R,3R)-2-(thiophen-3-yl)-3-(pyridin-2-yl)cyclobutyl)(phenyl)methanone lithium hydroxide hydrate